2-((((CIS)-4-(2,3,6-trifluorophenyl)cyclohexyl)-oxy)methyl)-3-(1-((2-(trimethylsilyl)ethoxy)methyl)-1H-pyrazol-5-yl)piperidine-1-carboxylate FC1=C(C(=CC=C1F)F)[C@H]1CC[C@H](CC1)OCC1N(CCCC1C1=CC=NN1COCC[Si](C)(C)C)C(=O)[O-]